O=C1NC(CCC1N1C(C2=CC(=C(C=C2C1)C#N)OC)=O)=O 2-(2,6-dioxopiperidin-3-yl)-6-methoxy-1-oxoisoindoline-5-carbonitrile